2-(5-chlorothiophen-2-yl)-2-(1-(5,6,7,8-tetrahydro-[1,2,4]triazolo[1,5-a]pyrazine-7-carbonyl)piperidin-4-ylidene)acetonitrile ClC1=CC=C(S1)C(C#N)=C1CCN(CC1)C(=O)N1CC=2N(CC1)N=CN2